3-[3,5-difluoro-4-(4-piperidyl)anilino]piperidine-2,6-dione FC=1C=C(NC2C(NC(CC2)=O)=O)C=C(C1C1CCNCC1)F